FC1=C(C(=CC=C1)F)CN1C=NN(C1=O)C1=CC=C(OC2=CC(=NC=C2)NC(CC(C)(C)C)=O)C=C1 N-[4-[4-[4-[(2,6-difluorophenyl)methyl]-5-oxo-1,2,4-triazol-1-yl]phenoxy]-2-pyridinyl]-3,3-dimethyl-butanamide